CN([P@@](OC[C@@H]1CN(C[C@@H](O1)N1C2=NC=NC(=C2N=C1)/N=C\1/N(CCC1)C)C(C1=CC=CC=C1)(C1=CC=CC=C1)C1=CC=CC=C1)(=O)Cl)C ((2S,6R)-6-(6-(((E)-1-methylpyrrolidin-2-ylidene)amino)-9H-purin-9-yl)-4-tritylmorpholin-2-yl)methyl (S)-dimethylphosphoramidochloridate